7-methyl-N-(1-(3-methylpyridin-2-yl)-4-(piperazin-1-yl)butyl)-1H-indole CC=1C=CC=C2C=CN(C12)C(CCCN1CCNCC1)C1=NC=CC=C1C